E-2-chloro-5-(3-chloro-1-methyl-1H-pyrazol-4-yl)-N-(2,4-dimethoxybenzyl)pyrimidin-4-amine ClC1=NC=C(C(=N1)NCC1=C(C=C(C=C1)OC)OC)C=1C(=NN(C1)C)Cl